C(C)N(\N=C\C1=CC(=C(C=C1)B(O)O)OC)C=1C2=C(N=CN1)N(C=C2)C [4-[(E)-[ethyl-(7-methylpyrrolo[2,3-d]pyrimidin-4-yl)hydrazono]methyl]-2-methoxyphenyl]boronic acid